FC=1C(=CC2=C(N=C3N2[C@H]2C4=C(C(N([C@@H]3C2)C([2H])([2H])[2H])=O)C=CC=C4C#CC)C1)C#N (7R,14R)-10-fluoro-6-(methyl-d3)-5-oxo-1-(prop-1-yn-1-yl)-5,6,7,14-tetrahydro-7,14-methanobenzo[f]benzo[4,5]imidazo[1,2-a][1,4]diazocine-11-carbonitrile